BrC1=C(C=C(C=C1)S(=O)(=O)NC1CC(CCC1)O)Cl 4-bromo-3-chloro-N-(3-hydroxycyclohexyl)benzenesulfonamide